BrC1=CC=C(C=C1)N1N=C(C=C1C1=CC=CC=C1)C(F)F (4-bromophenyl)-3-(difluoromethyl)-5-phenyl-1H-pyrazole